O[C@]12[C@@H](C[C@H]3[C@@H]4CC[C@H]([C@@H](CCCC(C)C)C)[C@]4(CC[C@@H]3[C@]2(CC[C@@H](C1)O)C)C)NCCC1=CNC2=CC=CC=C12 5α-hydroxy-6β-[2-(1H-indol-3-yl)ethylamino]cholestan-3β-ol